N1=NC(=CC=C1)C=1C=NC(=NC1)NC1=CC(=CC=C1)C1=NC2=C(N1)C=C(C=C2)C(F)(F)F 5-(Pyridazin-3-yl)-N-{3-[6-(trifluoromethyl)-1H-benzo[d]imidazol-2-yl]phenyl}pyrimidin-2-amine